ClC1=C(C=C(C(=C1C)Cl)C)O 2,4-dichloro-3,5-xylenol